[N+](=[N-])=CC(CC[C@@H](C(=O)OC1CCCC1)NC([C@H](C)S(=O)C)=O)=O cyclopentyl (2S)-6-diazo-2-((2S)-2-(methylsulfinyl)propanamido)-5-oxohexanoate